C(C)(=O)O.O1[C@@H]([C@@H](O)C(=O)C=2C(O)=CC(O)=CC12)C1=CC=C(O)C=C1 aromadendrin acetate